4,6-Difluoro-3-[4-(4-propylcyclohexyl)cyclohex-1-enyl]-7-(trifluoromethoxy)dibenzofuran FC1=C(C=CC2=C1OC1=C2C=CC(=C1F)OC(F)(F)F)C1=CCC(CC1)C1CCC(CC1)CCC